11-(methylsulfonyl)-6H-benzo[e]pyrimido[5',4':4,5]pyrrolo[1,2-c][1,3]oxazine-6-carboxylic acid CS(=O)(=O)C1=NC=NC2=C1C=C1N2C(OC2=C1C=CC=C2)C(=O)O